3-(7-(4-(2-(2-Aminopyridin-3-yl)-5-phenyl-3H-imidazo[4,5-b]pyridin-3-yl)benzyl)-4,7-diazaspiro[2.5]octan-4-yl)-4-methoxycyclobut-3-ene-1,2-dione NC1=NC=CC=C1C1=NC=2C(=NC(=CC2)C2=CC=CC=C2)N1C1=CC=C(CN2CCN(C3(CC3)C2)C=2C(C(C2OC)=O)=O)C=C1